(R)-2-(3-methylpiperazin-1-yl)-5-(trifluoromethyl)pyrimidine hydrochloride Cl.C[C@@H]1CN(CCN1)C1=NC=C(C=N1)C(F)(F)F